N=1OC(=C2C1C(CC2)NC(=O)C2=CN=C1N2N=C(C=C1NC)NC=1C(N(C=CC1)C1=NC=CC=C1)=O)[2H] N-(5,6-dihydro-4H-cyclopenta[c]isoxazol-6-yl-3-d)-8-(methylamino)-6-((2-oxo-2H-[1,2'-bipyridin]-3-yl)amino)imidazo[1,2-b]pyridazine-3-carboxamide